2,3-diphenyl-succinic anhydride C1(=CC=CC=C1)C1C(=O)OC(C1C1=CC=CC=C1)=O